(1-(cyclopropanecarbonyl)indol-5-yl)-N-(3-hydroxybenzyl)-5-methylthiazole-2-carboxamide C1(CC1)C(=O)N1C=CC2=CC(=CC=C12)C=1N=C(SC1C)C(=O)NCC1=CC(=CC=C1)O